BrC=1C(=C2C(=NC1)NC[C@]21C[C@H](CC1)N1N=C(N=C1C)N)Cl |r| 1-((1RS,3SR)-5'-bromo-4'-chloro-1',2'-dihydrospiro[cyclopentane-1,3'-pyrrolo[2,3-b]pyridin]-3-yl)-5-methyl-1H-1,2,4-triazol-3-amine